FC=1C=C(C=NC1)[C@@H]1N(CCC1)C1=NC=2N(C=C1)N=CC2C(=O)NCC(C)(C)O (R)-5-(2-(5-fluoropyridin-3-yl)pyrrolidin-1-yl)-N-(2-hydroxy-2-methylpropyl)pyrazolo[1,5-a]pyrimidine-3-carboxamide